ethyl (Z)-2-((2-aminoethoxy)imino)-2-(2-(((benzyloxy)carbonyl)amino)thiazol-4-yl)acetate NCCO\N=C(/C(=O)OCC)\C=1N=C(SC1)NC(=O)OCC1=CC=CC=C1